ClC=1C(=C(C=CC1)NC1=C(NC2=C1C(NCC2)=O)C2=CC=NC1=CC=C(N=C21)C)OC 3-[(3-chloro-2-methoxyphenyl)amino]-2-(6-methyl-1,5-naphthyridin-4-yl)-1H,5H,6H,7H-pyrrolo[3,2-c]pyridin-4-one